phenyl-2-ethyl-1-methyl-azetidin-3-ol C1(=CC=CC=C1)C1(N(CC1O)C)CC